Cl.Cl.C1(CC1)[C@H]1CN(CCN1)C=1N=NC(=CN1)C1=C(C=C(C=C1)C1=CC=2C(N=C1)=NN(N2)C)O 2-{3-[(3S)-3-cyclopropylpiperazin-1-yl]-1,2,4-triazin-6-yl}-5-(2-methyl-2H-[1,2,3]triazolo[4,5-b]pyridin-6-yl)phenol dihydrochloride